CNCC(CNC)(CNC)C methyl-(2-methyl-3-methylamino-2-methylaminomethyl-propyl)-amine